3-hydroxy-2-pentylcyclopentaneacetic acid OC1C(C(CC1)CC(=O)O)CCCCC